carboxynaphthalene C1=CC=C2C(=C1)C=CC=C2C(=O)O